ClC=1C=C(OCC(=O)NC23CC(C2)(C3)NC(COCCC3=CC(=CC=C3)C)=O)C=CC1Cl 2-(3,4-dichlorophenoxy)-N-(3-{2-[2-(3-methylphenyl)ethoxy]-acetamido}bicyclo[1.1.1]pentan-1-yl)acetamide